((6-methyl-2-(trifluoromethyl)quinazolin-4-yl)thio)benzoic acid methyl ester COC(C1=C(C=CC=C1)SC1=NC(=NC2=CC=C(C=C12)C)C(F)(F)F)=O